C(#C)C=1SC=C(N1)C(=O)NCCC1=CC(=CC=C1)C=1C=NC=CC1 2-Ethynyl-N-(3-(pyridin-3-yl)phenethyl)thiazole-4-carboxamide